C1(=CC=CC=C1)NC(=O)NC1=CC(=CC=C1)C1CNCCC1 1-phenyl-3-(3-piperidin-3-yl-phenyl)-urea